2-(4-hydroxytetrahydro-2H-pyran-4-yl)-1-((R)-2-methylazetidin-1-yl)ethan-1-one OC1(CCOCC1)CC(=O)N1[C@@H](CC1)C